C1=CC=CC=2C3=CC=CC=C3C=CC12.[N] nitrogen [S]-phenanthrene